OCC1(CC1)NC1=NC(=NC=C1C(=O)O)NC1=CC2=C(C=N1)C=NN2C(C)C 4-((1-(hydroxymethyl)cyclopropyl)amino)-2-((1-isopropyl-1H-pyrazolo[4,3-c]pyridin-6-yl)amino)pyrimidine-5-carboxylic acid